lithium magnesium strontium phosphate P(=O)([O-])([O-])[O-].[Sr+2].[Mg+2].[Li+]